4-[5-amino-6-(2-chloro-3,6-difluoro-benzyloxy)-pyrazin-2-yl]-benzoic acid NC=1N=CC(=NC1OCC1=C(C(=CC=C1F)F)Cl)C1=CC=C(C(=O)O)C=C1